1-(4-cyano-3-methoxyphenyl)-N-(6-((1-((1-(4-((2,6-dioxopiperidin-3-yl)amino)-2-fluorophenyl)piperidin-4-yl)methyl)piperidin-4-yl)oxy)pyridazin-3-yl)piperidine-4-carboxamide C(#N)C1=C(C=C(C=C1)N1CCC(CC1)C(=O)NC=1N=NC(=CC1)OC1CCN(CC1)CC1CCN(CC1)C1=C(C=C(C=C1)NC1C(NC(CC1)=O)=O)F)OC